(2S,5R)-5-(2-chlorophenyl)-1-(2'-methoxy-4'-(methylsulfonylamino)-[1,1'-biphenyl]-4-carbonyl)pyrrolidine-2-carboxylic acid ClC1=C(C=CC=C1)[C@H]1CC[C@H](N1C(=O)C1=CC=C(C=C1)C1=C(C=C(C=C1)NS(=O)(=O)C)OC)C(=O)O